C[C@@H]1NC=2N=CC=3COC(N([C@H](CCCCCCC(C=4C=CC1=CC4)N4CCNCC4)C)C3N2)=O (3S,15S)-3,15-dimethyl-8-piperazin-1-yl-18-oxa-2,16,22,23-tetrazatetracyclo[14.6.2.24,7.020,24]hexacosa-1(23),4(26),5,7(25),20(24),21-hexaen-17-one